CCC(CC)N1N=CC(=C1)C=1C=2N(C=C(N1)C=1C=NN(C1)C(C(C)O)C)N=CC2 3-(4-(4-(1-(pentan-3-yl)-1H-pyrazol-4-yl)pyrazolo[1,5-a]pyrazin-6-yl)-1H-pyrazol-1-yl)butan-2-ol